1,5-dimethyl-4-(1,2,3,4-tetrahydroisoquinolin-4-yl)pyrrole-2-carbonitrile CN1C(=CC(=C1C)C1CNCC2=CC=CC=C12)C#N